4'-chloro-4-hydroxy-9'-(piperidin-4-yl)-5'H-spiro[cyclohexane-1,7'-indolo[1,2-a]quinazolin]-5'-one ClC=1C=2C(N=C3N(C2C=CC1)C1=CC=C(C=C1C31CCC(CC1)O)C1CCNCC1)=O